4-((2-(4-fluorobenzyl)-4,7-dihydro-5H-thieno[2,3-c]pyran-3-carboxamido)methyl)cyclohexane-1-carboxylic acid FC1=CC=C(CC2=C(C3=C(COCC3)S2)C(=O)NCC2CCC(CC2)C(=O)O)C=C1